C(C1=CC=CC=C1)O[C@]1([C@H](O[C@H]([C@H]([C@@H]1OCC1=CC=CC=C1)OC)OC)COCC1=CC=CC=C1)N (2R,3S,4S,5S,6R)-3,4-bis(benzyloxy)-2-((benzyloxy)methyl)-5,6-dimethoxytetrahydro-2H-pyran-3-amine